6-phenylaniline C1(=CC=CC=C1)C1=CC=CC=C1N